2-((5-(3-chlorobenzyl)-4-methylthiazol-2-yl)amino)-2-oxoethyl (2-(dimethylamino)ethyl)sulfamate CN(CCNS(OCC(=O)NC=1SC(=C(N1)C)CC1=CC(=CC=C1)Cl)(=O)=O)C